2,5-dimethyl-[1,3]thiazolo[3,2-a]pyridin-4-ium-8-ol sodium [Na+].CC1=C[N+]2=C(C(=CC=C2C)O)S1